N-(4-(1H-pyrazol-1-yl)benzyl)-2-((2-(3-(dimethylamino)phenoxy)ethoxy)methyl)-N-(3-methoxybenzyl)pyridin-4-amine N1(N=CC=C1)C1=CC=C(CN(C2=CC(=NC=C2)COCCOC2=CC(=CC=C2)N(C)C)CC2=CC(=CC=C2)OC)C=C1